[Cl-].C(CCCCCCCCCCCCCCCCCCCCC)[N+](C)(C)C Behenyl-trimethylammonium Chloride